tert-butyl (S)-2-((tert-butoxycarbonyl)amino)-3-(2-cyanothiophen-3-yl)propanoate C(C)(C)(C)OC(=O)N[C@H](C(=O)OC(C)(C)C)CC1=C(SC=C1)C#N